(dimethyl) diacrylate C(C=C)(=O)OC.C(C=C)(=O)OC